N2-(3-(azetidin-1-ylsulfonyl)phenyl)-6-(6-chloropyridin-2-yl)-N4-isopropyl-1,3,5-triazine-2,4-diamine N1(CCC1)S(=O)(=O)C=1C=C(C=CC1)NC1=NC(=NC(=N1)NC(C)C)C1=NC(=CC=C1)Cl